C1(CC1)C=1C2=C(C(N(C1)C1=CC(=CC=C1)C1(CC(C1)C)C1=NN=CN1C)=O)NC(=C2)CO 4-cyclopropyl-2-(hydroxymethyl)-6-{3-[3-methyl-1-(4-methyl-4H-1,2,4-triazol-3-yl)cyclobutyl]phenyl}-1H,6H,7H-pyrrolo[2,3-c]pyridin-7-one